COC(C(C1=CC=C(C=C1)Cl)=[N+]=[N-])=O 2-diazo-2-(4-chloro-phenyl)-acetic acid methyl ester